ClC=1C(=NC=C(C1)F)CN1N=C2N([C@H](C[C@H](C2)C(F)(F)F)C(=O)N2C[C@H](CC2)F)C1=O |&1:13,15| (5RS,7RS)-2-[(3-Chloro-5-fluoropyridin-2-yl)methyl]-5-{[(3S)-3-fluoropyrrolidin-1-yl]carbonyl}-7-(trifluoromethyl)-5,6,7,8-tetrahydro[1,2,4]triazolo[4,3-a]pyridin-3(2H)-on